FC(C1=CC=2C(=NC(=CC2)C#N)S1)F 2-(difluoromethyl)thieno[2,3-b]pyridine-6-carbonitrile